NC=1C(=NC(=C(N1)F)C1=CC(=C(C=C1)F)CN(C)C)C=1C=C2CCNC(C2=CC1)=O 6-(3-amino-6-(3-((dimethylamino)methyl)-4-fluorophenyl)-5-fluoropyrazin-2-yl)-3,4-dihydroisoquinolin-1(2H)-one